Ethyl (S*)-2-ethyl-1-(2-methoxy-4-(3,3,3-trifluoro-2-methylpropyl)phenyl)-1H-imidazole-4-carboxylate C(C)C=1N(C=C(N1)C(=O)OCC)C1=C(C=C(C=C1)C[C@@H](C(F)(F)F)C)OC |o1:19|